(S)-N-benzyl-3-cyclopropyl-6-((1-methylpyrrolidin-3-yl)oxy)imidazo[1,2-b]pyridazin-8-amine C(C1=CC=CC=C1)NC=1C=2N(N=C(C1)O[C@@H]1CN(CC1)C)C(=CN2)C2CC2